(S)-N-((R)-(2-methoxy-5-methylphenyl)(1-(phenylsulfonyl)-1H-indol-2-yl)methyl)-2-methylpropan-2-sulfinamide COC1=C(C=C(C=C1)C)[C@@H](N[S@@](=O)C(C)(C)C)C=1N(C2=CC=CC=C2C1)S(=O)(=O)C1=CC=CC=C1